(E)-7-((4-bromobut-2-en-1-yl)oxy)quinolin-2(1H)-one BrC/C=C/COC1=CC=C2C=CC(NC2=C1)=O